7-Cyclopentyl-2-{5-[4-(2-dimethylaminoacetyl)-piperazin-1-yl]-pyridin-2-ylamino}-7H-pyrrolo[2,3-d]pyrimidine-6-carboxylic acid dimethylamide CN(C(=O)C1=CC2=C(N=C(N=C2)NC2=NC=C(C=C2)N2CCN(CC2)C(CN(C)C)=O)N1C1CCCC1)C